pyridinesulfinamide N1=C(C=CC=C1)S(=O)N